CCCCCCCCC(CC)=O Undecan-9-one